Mercaptomethyldimethoxysilane SC[SiH](OC)OC